FC1=CC=C2C=3C=CC(=CC3NC2=C1)CC(=O)NC1=CC=C(C(=O)O)C=C1 4-(2-(7-fluoro-9H-carbazol-2-yl)acetamido)benzoic acid